3-(5-(((3R,5S)-3-amino-5-methylpiperidin-1-yl)sulfonyl)-2-methylphenyl)-6-(trifluoromethyl)imidazo[1,2-a]pyrazin-8-amine N[C@H]1CN(C[C@H](C1)C)S(=O)(=O)C=1C=CC(=C(C1)C1=CN=C2N1C=C(N=C2N)C(F)(F)F)C